NC=1N=CC2=C(N1)N(C(C(=C2)C=2C(=C(C=CC2F)NS(=O)(=O)C=2C(=NN(C2C)C(F)F)C)F)=O)C N-(3-(2-amino-8-methyl-7-oxo-7,8-dihydropyrido[2,3-d]pyrimidin-6-yl)-2,4-difluorophenyl)-1-(difluoromethyl)-3,5-dimethyl-1H-pyrazole-4-sulfonamide